N1-(7-decylbenzo[d]oxazol-2-yl)propane-1,3-diamine hydrochloride Cl.C(CCCCCCCCC)C1=CC=CC=2N=C(OC21)NCCCN